NC1=CC=C(C=C1)N1C[C@H](N(CC1)C(=O)OC(C)(C)C)C (R)-tert-butyl 4-(4-aminophenyl)-2-methylpiperazine-1-carboxylate